(3aR,6R,7R,7aR)-6-methoxy-2,2,5,5-tetramethyltetrahydro-5H-[1,3]dioxolo[4,5-b]pyran-7-yl 5-methyl-1H-pyrrole-2-carboxylate CC1=CC=C(N1)C(=O)O[C@H]1[C@@H]2[C@H](OC([C@@H]1OC)(C)C)OC(O2)(C)C